C1(CC1)C=1N=CC=2N(C1C(O)C=1N=NN(C1)C1=CC=CC=C1)C=NC2 (6-cyclopropyl-imidazo[1,5-a]pyrazin-5-yl)-(1-phenyl-1H-[1,2,3]triazol-4-yl)-methanol